mercaptosulfonic acid cyanide SS(=O)(=O)C#N